C1(CCCC1)C(CCC)N1N=CC(=C1)C=1C2=C(N=CN1)NC=C2 4-[1-(1-cyclopentyl-butyl)-1H-pyrazol-4-yl]-7H-pyrrolo[2,3-d]-pyrimidine